BrC=1C=CC2=C(N=C(O2)N)C1 5-bromobenzoxazol-2-amine